C12(CC3CC(CC(C1)C3)C2)NCCCCCCCCC2=C3C(N(C(=NC3=CC=C2)C(F)(F)F)[C@H]2C(NC(CC2)=O)=O)=O (3R)-3-(5-(8-(((1s,3s)-adamantan-1-yl)amino)octyl)-4-oxo-2-(trifluoromethyl)quinazolin-3(4H)-yl)piperidine-2,6-dione